C(CCCCCCCCCCCCC\C=C/CCCCCCCC)(=O)OC(C[N+](C)(C)C)CC([O-])=O Carnitine nervonate